C[Si](O[Si](CCCC(C(=O)N)=C)(O[Si](C)(C)C)O[Si](C)(C)C)(C)C 3-[Tris(trimethylsiloxy)silyl]propyl-acrylamide